7-bromo-1-isopropyl-4-oxo-1,4-dihydroquinoline-2-carbaldehyde BrC1=CC=C2C(C=C(N(C2=C1)C(C)C)C=O)=O